NC(CC(=O)OC)CC1=C(C=CC(=C1)F)[N+](=O)[O-] Methyl 3-amino-4-(5-fluoro-2-nitrophenyl)butanoate